ClC1=CC=C(S1)CNC1=CC(=NN1C(C1=C(C=CC=C1)OC)=O)C1(N(CCC1)C(=O)OC(C)(C)C)C tert-butyl 2-(5-[(5-chlorothiophen-2-yl)methyl]amino-1-(2-methoxybenzoyl)-1H-pyrazol-3-yl)-2-methylpyrrolidine-1-carboxylate